(2s,3r)-2-amino-3-(1,3-benzodioxol-5-yl)-3-hydroxypropionic acid N[C@H](C(=O)O)[C@H](O)C1=CC2=C(OCO2)C=C1